(3,5-Dichloro-1-(difluoromethyl)-1H-pyrrolo[3,2-b]pyridin-7-yl)(thiophen-2-ylmethyl)carbamic acid tert-butyl ester C(C)(C)(C)OC(N(CC=1SC=CC1)C1=C2C(=NC(=C1)Cl)C(=CN2C(F)F)Cl)=O